The molecule is an organic heterotetracyclic that is 1,2,3,4a,5,6,6a,12,12a,12b-decahydropyrano[3,2-a]xanthene-8,11-dione substituted by a 2-hydroxypropan-2-yl group at position 3, hydroxy group at position 12, methyl groups at positions 6a and 12b and a 3-(acetyloxy)-4-methylhexan-2-yl moiety at position 9. Isolated from the fermentation broth of Stachybotrys bisbyi SANK 17777, it acts as an inhibitor of acyl-CoA:cholesterol acyltransferase. It has a role as a metabolite and an EC 2.3.1.26 (sterol O-acyltransferase) inhibitor. It is an organic heterotetracyclic compound, an acetate ester, a cyclic ether, a secondary alcohol, a tertiary alcohol and a member of p-quinones. CC[C@H](C)[C@H]([C@@H](C)C1=CC(=O)C2=C(C1=O)O[C@]3(CC[C@@H]4[C@@]([C@H]3[C@@H]2O)(CC[C@@H](O4)C(C)(C)O)C)C)OC(=O)C